3-(2-carboxyethyl)-4-methylpyrrole C(=O)(O)CCC1=CNC=C1C